P-(4-(5-(chlorodifluoromethyl)-1,2,4-oxadiazol-3-yl)benzyl)-N-(3,5-difluorophenyl)-P-methylphosphinic amide ClC(C1=NC(=NO1)C1=CC=C(CP(NC2=CC(=CC(=C2)F)F)(=O)C)C=C1)(F)F